(5'S,7a'R)-5'-(3,5-difluoro-phenyl)-1-(2-methylfuran-3-carbonyl)tetrahydro-3'H-spiro[piperidine-4,2'-pyrrolo[2,1-b]oxazol]-3'-one FC=1C=C(C=C(C1)F)[C@@H]1CC[C@H]2OC3(C(N21)=O)CCN(CC3)C(=O)C3=C(OC=C3)C